3,3'-(2-oxo-1-((2-(trimethylsilyl)ethoxy)methyl)-2,3-dihydro-1H-pyrrolo[2,3-b]pyridine-3,3-diyl)dipropionic acid diethyl ester C(C)OC(CCC1(C(N(C2=NC=CC=C21)COCC[Si](C)(C)C)=O)CCC(=O)OCC)=O